NC=1N=C(C2=C(N1)C=CN(C2=O)CC2=C(C=C(C=C2)CO)OC)NCCCC 2-Amino-4-(butylamino)-6-(4-(hydroxymethyl)-2-methoxybenzyl)pyrido[4,3-d]pyrimidin-5(6H)-one